azobenzene lithium salt [Li].N(=NC1=CC=CC=C1)C1=CC=CC=C1